5-fluoro-2-(2-((tetrahydro-2H-pyran-2-yl)oxy)ethyl)-6-(4,4,5,5-tetramethyl-1,3,2-dioxaborolan-2-yl)isoquinolin-1(2H)-one FC1=C2C=CN(C(C2=CC=C1B1OC(C(O1)(C)C)(C)C)=O)CCOC1OCCCC1